N-(2-(3,3-difluoropyrrolidin-1-yl)-4-(2-fluoro-phenyl)pyridin-3-yl)-2-methoxy-7-azaspiro[3.5]nonane-7-carboxamide FC1(CN(CC1)C1=NC=CC(=C1NC(=O)N1CCC2(CC(C2)OC)CC1)C1=C(C=CC=C1)F)F